2,4-bis(4-trifluoromethylphenyl)cyclobutane-dicarboxylic acid FC(C1=CC=C(C=C1)C1C(C(C1)C1=CC=C(C=C1)C(F)(F)F)(C(=O)O)C(=O)O)(F)F